(3S)-3-(4-{[(3R/S)-3-methylpentyl]Oxy}phenyl)hex-4-ynoic acid C[C@@H](CCOC1=CC=C(C=C1)[C@H](CC(=O)O)C#CC)CC |&1:1|